BrC=1C=C(C=C(C1OC1=NNC(C2=CC=CC=C12)=O)Br)N1N=C(C(NC1=O)=O)C#N 2-(3,5-dibromo-4-((4-oxo-3,4-dihydrophthalazin-1-yl)oxy)phenyl)-3,5-dioxo-2,3,4,5-tetrahydro-1,2,4-triazine-6-carbonitrile